2-[(3R)-3-methylmorpholin-4-yl]-8-(1-{[2-(trimethylsilyl)ethoxy]methyl}-1H-pyrazol-5-yl)-1,7-naphthyridin-4-ol C[C@H]1N(CCOC1)C1=NC2=C(N=CC=C2C(=C1)O)C1=CC=NN1COCC[Si](C)(C)C